O(P(OC1=CC=CC=C1)(=O)OP(=O)([O-])[O-])C(C)(C)C tertiary butyl phenyl diphosphate